4-hydroxyphenyl-propionic acid OC1=CC=C(C=C1)C(C(=O)O)C